COC(C(=O)C1=CC=CC=C1)=O methyl-α-oxophenylacetate